(4R)-3,4-dihydro-2H-1-benzopyran-4-amine O1CC[C@H](C2=C1C=CC=C2)N